ICCN1C(=NC=C1[N+](=O)[O-])C 1-(2-iodoethyl)-2-methyl-5-nitro-1H-imidazole